O=C1C=2C=C(C=NC2C=CN1)C(=O)[O-] 5-oxo-5,6-dihydro-1,6-naphthyridine-3-carboxylate